CC1=CC=C(C=C1)S(=O)(=O)OC1CCC(CC1)NC(=O)OC(C)(C)C [4-(tert-butoxycarbonylamino)cyclohexyl] 4-methylbenzenesulfonate